O=C1NC(CCC1N1C(C2=CC=C(C=C2C1=O)NCCCN1CCC(CC1)C1=CC=C(C=C1)/C(=C(/CC)\C1=CC=CC=C1)/C1=CC=C(C=C1)O)=O)=O (E)-2-(2,6-dioxopiperidin-3-yl)-5-((3-(4-(4-(1-(4-hydroxyphenyl)-2-phenylbut-1-en-1-yl)phenyl)piperidin-1-yl)propyl)amino)isoindoline-1,3-dione